N-(2-(7-cyclopropoxy-4-fluoronaphthalen-1-yl-3-d)ethyl)acetamide C1(CC1)OC1=CC=C2C(=C(C=C(C2=C1)CCNC(C)=O)[2H])F